ClC=1C=C(C=NC1)N(S(=O)(=O)CCC)CC=1SC(=CN1)C=1OC(=NN1)C(F)(F)F N-(5-chloropyridin-3-yl)-N-({5-[5-(trifluoromethyl)-1,3,4-oxadiazol-2-yl]-1,3-thiazol-2-yl}methyl)propane-1-sulfonamide